(4S,5R)-1-(1-(4-fluorophenyl)-1H-indazol-5-yl)-5-phenyl-4-(thiazol-2-ylamino)pyrrolidin-2-one FC1=CC=C(C=C1)N1N=CC2=CC(=CC=C12)N1C(C[C@@H]([C@H]1C1=CC=CC=C1)NC=1SC=CN1)=O